FC=1C(=NC=CC1)NS(NC1C2COCC12)(=O)=O 3-fluoro-2-(3-oxabicyclo[3.1.0]hexane-6-ylsulfamoylamino)pyridine